4-(4-((1R,5S)-3,8-diaza-bicyclo[3.2.1]octan-3-yl)-8-fluoro-2-((1,3,5,7,8,9a-hexahydropyrano[4,3-b]pyrrolizin-5a(6H)-yl)methoxy)pyrido[4,3-d]pyrimidin-7-yl)-5-ethynylnaphthalen-2-ol [C@H]12CN(C[C@H](CC1)N2)C=2C1=C(N=C(N2)OCC23CCCN3C3C(C2)=CCOC3)C(=C(N=C1)C1=CC(=CC3=CC=CC(=C13)C#C)O)F